(4-(pent-4-yn-1-yloxy)phenyl)methanone C(CCC#C)OC1=CC=C(C=C1)C=O